CN[C@@H](CC(C)C)C(=O)O N-methyl-Leucine